2-(5-methylthiazol-2-yl)isoindoline-1,3-dione CC1=CN=C(S1)N1C(C2=CC=CC=C2C1=O)=O